CCCCCC(C)CCC(=O)O methylpelargonic acid